rac-(R)-5-cyclopropyl-2-(6-((1-(2-hydroxyethyl)piperidin-3-yl)amino)-4-methylpyridazin-3-yl)phenol C1(CC1)C=1C=CC(=C(C1)O)C=1N=NC(=CC1C)N[C@H]1CN(CCC1)CCO |r|